N-[1-(2,6-difluoro-4-methoxyphenyl)-4-[(pyridin-2-yl)methyl]-1H-imidazol-2-yl]-4-(difluoromethoxy)benzamide FC1=C(C(=CC(=C1)OC)F)N1C(=NC(=C1)CC1=NC=CC=C1)NC(C1=CC=C(C=C1)OC(F)F)=O